trans-4-((3-(1-Cyclopropyl-1H-pyrazol-4-yl)phenyl)((trans-4-(4-methoxy-3-methylphenyl)cyclohexyl)methyl) carbamoyl)cyclohexyl 3-(dimethylamino)azetidine-1-carboxylate CN(C1CN(C1)C(=O)O[C@@H]1CC[C@H](CC1)C(N(C[C@@H]1CC[C@H](CC1)C1=CC(=C(C=C1)OC)C)C1=CC(=CC=C1)C=1C=NN(C1)C1CC1)=O)C